(S)-7-((4-(Cyclopropanecarbonyl)-2-methylpiperazin-1-yl)methyl)-3-ethylquinolin-2(1H)-one C1(CC1)C(=O)N1C[C@@H](N(CC1)CC1=CC=C2C=C(C(NC2=C1)=O)CC)C